C1(=CC=CC=C1)N(C=1C=C2C3=C(N(C2=CC1)C)C(=NC(=C3)CO)C)C3=CC=CC=C3 6-(Diphenylamino)-1,9-dimethyl-9H-pyrido[3,4-b]indole-3-methanol